N-(1-cyano-1-methyl-ethyl)-2-[[(1R)-1-[2-(4,4-difluoro-1-piperidyl)-3,6-dimethyl-4-oxo-quinazolin-8-yl]ethyl]amino]-5-fluoro-benzamide C(#N)C(C)(C)NC(C1=C(C=CC(=C1)F)N[C@H](C)C=1C=C(C=C2C(N(C(=NC12)N1CCC(CC1)(F)F)C)=O)C)=O